((3r,5r)-3-amino-5-fluoropiperidin-1-yl)(2-(1-(cyclopropylmethyl)-6-(4-methoxypiperidin-1-yl)-1H-indol-2-yl)-4-methoxy-3-methylpyrazolo[1,5-a]pyridin-6-yl)methanone N[C@H]1CN(C[C@@H](C1)F)C(=O)C=1C=C(C=2N(C1)N=C(C2C)C=2N(C1=CC(=CC=C1C2)N2CCC(CC2)OC)CC2CC2)OC